(2s,4s)-N-(3,4-difluorophenyl)-N-ethyl-4-(methyl-(5-oxopyrrolidin-3-yl)amino)-1-(6-methyl-4-(trifluoromethyl)pyridin-2-yl)pyrrolidine-2-carboxamide FC=1C=C(C=CC1F)N(C(=O)[C@H]1N(C[C@H](C1)N(C1CNC(C1)=O)C)C1=NC(=CC(=C1)C(F)(F)F)C)CC